FC=1C(=NC=CC1CN1C(OC2=C(C=CC(=C2)OC=2OC=CN2)C12COC2)=O)NS(NC)(=O)=O 3-({3-fluoro-2-[(methylsulfamoyl)amino]pyridin-4-yl}methyl)-7-(1,3-oxazol-2-yloxy)-2,3-dihydrospiro[1,3-benzoxazine-4,3'-oxetan]-2-one